F[C@@]1([C@H]([C@H](NC1=O)COC1=NC=CC2=CC(=C(C=C12)OC)C(=O)N)C)CO 1-{[(2s,3s,4s)-4-fluoro-4-(hydroxymethyl)-3-methyl-5-oxopyrrolidin-2-yl]methoxy}-7-methoxyisoquinoline-6-carboxamide